4-methoxy-N'-(1-(quinoxalin-2-yl)piperidine-3-carbonyl)pyrimidine-5-carbohydrazide COC1=NC=NC=C1C(=O)NNC(=O)C1CN(CCC1)C1=NC2=CC=CC=C2N=C1